C1CC12NCCCC2 (7R)-4-azaspiro[2.5]octan